NN(C(NCC(C1=CC=CC=C1)C1=CC=CC=C1)=O)N diaminodiphenylethylurea